C(C)(C)(C)OC(=O)N[C@H](CC1=CC2=NSC(=C2S1)N(C(OC(C)(C)C)=O)CC=1SC=CC1)C tert-butyl N-{5-[(2S)-2-[(tert-butoxycarbonyl)amino]propyl]thieno[3,2-c][1,2]thiazol-3-yl}-N-(thiophen-2-ylmethyl)carbamate